FC1=C(C=CC(=C1F)OC)C1=CN=C2N1C=CN=C2NC2=CC(=C(C(=O)NC(CNC(C)=N)C)C=C2)CC 4-[[3-(2,3-difluoro-4-methoxyphenyl)imidazo[1,2-a]pyrazin-8-yl]amino]-N-[1-(ethanimidoylamino)propan-2-yl]-2-ethylbenzamide